2,5-diphenyl-4,5-dihydrooxazole tert-butyl-5-[p-(2-aminoethoxy)phenyl]-6-chloro-3-indolecarboxylate C(C)(C)(C)OC(=O)C1=CNC2=CC(=C(C=C12)C1=CC=C(C=C1)OCCN)Cl.C1(=CC=CC=C1)C=1OC(CN1)C1=CC=CC=C1